4-formyl-1-naphthalonitrile C(=O)C1=CC=C(C2=CC=CC=C12)C#N